ClC=1C(=C(C=O)C=CC1)N1CCC(CC1)O 3-chloro-2-(4-hydroxypiperidin-1-yl)benzaldehyde